Urethane acrylate fluorine [F].C(C=C)(=O)O.NC(=O)OCC